1-(2-(Furo[2,3-b]Pyridin-5-yl)-5-(3-Methoxypropyl)Pyridin-3-yl)piperidine-4-carboxylic acid O1C=CC=2C1=NC=C(C2)C2=NC=C(C=C2N2CCC(CC2)C(=O)O)CCCOC